FC1=CC=C(C=C1)/C=C/CCC=O (E)-5-(4-fluorophenyl)pent-4-enal